N[C@H](C)C=1C=C(C=C2C(N(C(=NC12)C1=C(C=CC=C1)F)C)=O)C (R)-8-(1-aminoethyl)-2-(2-fluorophenyl)-3,6-dimethylquinazolin-4(3H)-one